NC1=CC(=C(NCCO)C=C1)[N+](=O)[O-] 2-(4-amino-2-nitroanilino)ethanol